C1(CC1)CNC1=C(C=C(C=C1)C1=NNC(OC1)=O)C(F)(F)F 5-{4-[(Cyclopropylmethyl)amino]-3-(trifluoromethyl)phenyl}-3,6-dihydro-2H-1,3,4-oxadiazin-2-one